(R)-1-(2-fluoropyridin-3-yl)ethyl (4-(5-(6-chloronicotinamido)pyridin-2-yl)-1-methyl-1H-1,2,3-triazol-5-yl)carbamate ClC1=NC=C(C(=O)NC=2C=CC(=NC2)C=2N=NN(C2NC(O[C@H](C)C=2C(=NC=CC2)F)=O)C)C=C1